5-(1,5-Naphthyridin-2-yl)-N-(tetrahydro-2H-pyran-4-yl)pyrrolo[2,1-f][1,2,4]triazin-2-amine N1=C(C=CC2=NC=CC=C12)C=1C=CN2N=C(N=CC21)NC2CCOCC2